aminosodium triacetate salt C(C)(=O)O.C(C)(=O)O.C(C)(=O)O.N[Na]